pyridoxine ethanolamine salt C(O)CN.N1=C(C)C(O)=C(CO)C(CO)=C1